BrC=1C=C(C=CC1)C1=NC(=NC(=C1)C1=CC=CC=C1)C1=CC=CC=C1 4-(3-bromophenyl)-2,6-diphenyl-pyrimidine